CC1=CC=C(C=C1)S(=O)(=O)OCCC1=NOC=C1 2-(isoxazole-3-yl)ethyl 4-methylbenzenesulfonate